[Mn](=O)(=O)(=O)[O-].[Mn](=O)(=O)(=O)O.[Na+] sodium permanganate (permanganate)